FC=1C(=CC(=NC1)OC)C1=C(C=2CCC2C=C1)N 3-(5-fluoro-2-methoxypyridin-4-yl)bicyclo[4.2.0]Oct-1(6),2,4-trien-2-amine